C[C@@H](CC)OC1=NC(=NC=C1C(F)(F)F)SC 4-[(1S)-1-methylpropoxy]-2-methylsulfanyl-5-(trifluoromethyl)pyrimidine